S(=O)(=O)(O)O.N1=C(C=CC=C1)C(C1=CC=C(C=C1)[Na])C1=CC=C(C=C1)O 4-[(Pyridin-2-yl)(4-hydroxyphenyl)methyl]phenyl-sodium sulfate